3-(acetylsulfanyl)-2,2-dimethylpropionic acid methyl ester COC(C(CSC(C)=O)(C)C)=O